C1=C(C=CC2=CC=CC=C12)C=1C2=CC=CC=C2C(=C2C=CC=CC12)C1=CC2=CC=CC=C2C=C1 9,10-di(β-naphthyl)Anthracene